C(C)C=1C=CC=C2C=CC=C(C12)C1=CC=C2C(=NC(=NC2=C1F)OC[C@H]1N(CCC1)C)N1C[C@@H](N(CC1)C(/C(=C/C1=NC=CC=C1)/F)=O)CC#N 2-((S)-4-(7-(8-ethylnaphthalen-1-yl)-8-fluoro-2-(((S)-1-methylpyrrolidin-2-yl)methoxy)quinazolin-4-yl)-1-((Z)-2-fluoro-3-(pyridin-2-yl)acryloyl)piperazin-2-yl)acetonitrile